2-Phenyl-2,3-dihydro-quinazolin-4(1H)-one C1(=CC=CC=C1)C1NC2=CC=CC=C2C(N1)=O